6-[3-[(3-fluorophenyl)methylamino]-7,8-dihydro-5H-1,6-naphthyridin-6-yl]-4,5-dimethyl-pyridazine-3-carbonitrile FC=1C=C(C=CC1)CNC=1C=NC=2CCN(CC2C1)C1=C(C(=C(N=N1)C#N)C)C